COC=1C=C(C=CC1)C(C)(C)N 2-(3-methoxyphenyl)propan-2-amine